CN(CCOC1=CC=C(CNC(CCC2=NC=3C(=NC=CC3)N2CC2=CC=C(C=C2)OC(F)(F)F)=O)C=C1)C N-[4-(2-Dimethylamino-ethoxy)-benzyl]-3-[3-(4-trifluoromethoxybenzyl)-3H-imidazo[4,5-b]pyridin-2-yl]-propionamid